N-[3-Fluoro-4-[(7-methoxy-1,5-naphthyridin-4-yl)oxy]phenyl]-5-(3-furyl)-4-hydroxy-6-methyl-pyridine-3-carboxamide FC=1C=C(C=CC1OC1=CC=NC2=CC(=CN=C12)OC)NC(=O)C=1C=NC(=C(C1O)C1=COC=C1)C